Boc-3-nitro-L-phenylalanine C(=O)(OC(C)(C)C)N[C@@H](CC1=CC(=CC=C1)[N+](=O)[O-])C(=O)O